1-(3-fluoro-4-methylphenyl)-2-methoxyethanone FC=1C=C(C=CC1C)C(COC)=O